CC(CCO)O methylpropane-1,3-diol